Cl.NC=1C=C(OC2=CC=C(C=C2)C2=CC=C(C=C2)OC2=CC(=CC=C2)N)C=CC1 4,4'-bis(3-aminophenoxy)biphenyl hydrochloride